2,2-difluorobutane-1-sulfonamide hydrochloride Cl.FC(CS(=O)(=O)N)(CC)F